tert-butyl (2R)-2-methyl-5-oxo-piperidine-1-carboxylate C[C@H]1N(CC(CC1)=O)C(=O)OC(C)(C)C